C(C)(C)(C)OC(=O)NCCCCCCCCCCCCCC(=O)OC1CNC(C1)C(NCC1=CC=C(C=C1)C1=C(N=CS1)C)=O 5-((4-(4-methylthiazol-5-yl)benzyl)carbamoyl)pyrrolidin-3-yl 14-((tert-butoxycarbonyl)amino)tetradecanoate